ClC1=NC=CC(=N1)NCCNC1=C2C(N(C(C2=CC=C1)=O)C1C(NC(CC1)=O)=O)=O 4-((2-((2-chloropyrimidin-4-yl)amino)ethyl)amino)-2-(2,6-dioxopiperidin-3-yl)isoindoline-1,3-dione